CC1CCN2N=C(C=C21)C(=O)[O-] 4-methyl-5,6-dihydro-4H-pyrrolo[1,2-b]pyrazole-2-carboxylate